tantalum hydrochloride Cl.[Ta]